5-(1-cyano-1-methyl-ethoxy)-3-ethylsulfanyl-pyridine-2-carboxamide C(#N)C(C)(OC=1C=C(C(=NC1)C(=O)N)SCC)C